C(C)(C)(C)OC(=O)N1[C@@H](CN([C@H](C1)C)C=1C2=C(N=CN1)N(C=C2N2CC1(COC1)C2)C2=NC=CC(=C2)C(N)=O)C (2r,5s)-4-(7-(4-carbamoylpyridin-2-yl)-5-(2-oxa-6-azaspiro[3.3]hept-6-yl)-7H-pyrrolo[2,3-d]pyrimidin-4-yl)-2,5-dimethylpiperazine-1-carboxylic acid tert-butyl ester